8-chloro-1-(3,3-difluorotetrahydro-2H-pyran-4-yl)-2-(1H-1,2,4-triazol-1-ylmethyl)-1H-imidazo[4,5-c]quinoline ClC1=CC=2C3=C(C=NC2C=C1)N=C(N3C3C(COCC3)(F)F)CN3N=CN=C3